OC(C(=O)O)CCP(=O)(OCO)O 2-hydroxy-4-(hydroxymethyl-phosphono)butyric acid